(3-fluoro-4-(4,4,5,5-tetramethyl-1,3,2-dioxaborolan-2-yl)phenyl)(4-hydroxypiperidin-1-yl)methanone FC=1C=C(C=CC1B1OC(C(O1)(C)C)(C)C)C(=O)N1CCC(CC1)O